trans-(rac)-N-(benzo[d]thiazol-5-yl)-1-((2,3-dihydrobenzofuran-5-yl)sulfonyl)-3-fluoropiperidine-4-carboxamide S1C=NC2=C1C=CC(=C2)NC(=O)[C@H]2[C@@H](CN(CC2)S(=O)(=O)C=2C=CC1=C(CCO1)C2)F |r|